tert-butyl (S)-(1-(dimethyl(oxo)-λ6-sulfanylidene)-4-methyl-2-oxopentan-3-yl)carbamate CS(=CC([C@H](C(C)C)NC(OC(C)(C)C)=O)=O)(=O)C